N-[(2S,3R)-4,4-difluoro-2-[(2-fluoro[1,1'-biphenyl]-3-yl)methyl]-1-(oxetan-2-carbonyl)pyrrolidin-3-yl]ethanesulfonamide FC1([C@@H]([C@@H](N(C1)C(=O)C1OCC1)CC=1C(=C(C=CC1)C1=CC=CC=C1)F)NS(=O)(=O)CC)F